S(=O)(=O)(O)[O-].C(C1=CC=CC=C1)[N+](CC)(CC)CC benzyltriethylammonium hydrogensulfate